2,3-dimethyldecane CC(C)C(CCCCCCC)C